2-amino-2-(5-prop-1-ynyl-4-isoquinolyl)acetonitrile NC(C#N)C1=CN=CC2=CC=CC(=C12)C#CC